ClC=1C(N(C(=CC1OCC1=NC=C(C=C1F)F)C)C1=CC(=NC=C1C)N1C(C(=CC=C1)C1CCOCC1)=O)=O 3-chloro-4-[(3,5-difluoropyridin-2-yl)methoxy]-5',6-dimethyl-2'-[3-(oxan-4-yl)-2-oxopyridin-1-yl]-[1,4'-bipyridin]-2-one